(2S,4R)-N-((5-chloro-6-((3-methylisoxazol-5-yl)methoxy)-1H-indol-2-yl)methyl)-4-fluoro-1-methylpyrrolidine-2-carboxamide ClC=1C=C2C=C(NC2=CC1OCC1=CC(=NO1)C)CNC(=O)[C@H]1N(C[C@@H](C1)F)C